OC(CN(C)C)(C)C ((2-hydroxy-2-methylpropyl)(methyl)amino)methane